N-undecenyl-pyrrolidone C(=CCCCCCCCCC)N1C(CCC1)=O